FC1=C(C=CC=C1F)N1N=NC(=C1)C(CC)N1C=C(C2=C1N=CN=C2N)C=2C(=NC=C(C2)F)OC 7-{1-[1-(2,3-Difluorophenyl)-1H-1,2,3-triazol-4-yl]propyl}-5-(5-fluoro-2-methoxypyridin-3-yl)-7H-pyrrolo[2,3-d]pyrimidin-4-amine